ClC1=CC=C(C=C1)N1C[C@](CC1)(C(=O)N[C@@H]([C@H](O)C1=CC2=C(OCCO2)C(=C1)F)CN1CCCC1)O (R)-1-(4-chlorophenyl)-N-((1R,2R)-1-(8-fluoro-2,3-dihydrobenzo[b][1,4]dioxin-6-yl)-1-hydroxy-3-(pyrrolidin-1-yl)propan-2-yl)-3-hydroxypyrrolidine-3-carboxamide